(E)-2-bromo-N-(2,6-diisopropylphenyl)-N-(((2,6-diisopropylphenyl)imino)methyl)benzamide BrC1=C(C(=O)N(/C=N/C2=C(C=CC=C2C(C)C)C(C)C)C2=C(C=CC=C2C(C)C)C(C)C)C=CC=C1